C(C)(C)(C)OC(N[C@H]1CN(C[C@@H](C1)F)C(=O)C=1C=C(C=2N(C1)N=C(C2C)C2=CC=1C(=C(N=CC1)Cl)N2C)OC)=O ((3R,5R)-1-(2-(7-chloro-1-methyl-1H-pyrrolo[2,3-c]pyridin-2-yl)-4-methoxy-3-methylpyrazolo[1,5-a]pyridine-6-carbonyl)-5-fluoropiperidin-3-yl)carbamic acid tert-butyl ester